2-(2,6-dioxo-3-piperidyl)-5-(3-hydroxypropylamino)isoindoline-1,3-dione O=C1NC(CCC1N1C(C2=CC=C(C=C2C1=O)NCCCO)=O)=O